N1=C(C)C(O)=C(CO)C(CO)=C1 pyridoxine